5S,6R,15S-trihydroxy-7E,9E,11Z,13E-eicosatetraenoic acid CCCCC[C@@H](/C=C/C=C\C=C\C=C\[C@H]([C@H](CCCC(=O)O)O)O)O